2-methyl-N-[2-(3-oxomorpholin-4-yl)ethyl]benzamide CC1=C(C(=O)NCCN2C(COCC2)=O)C=CC=C1